N1=CC(=CC=C1)C=1N=NN(C1)[C@@H]1CN(C[C@H]1OCC1=CC=C(C=C1)C(F)(F)F)C(C#CC)=O 1-((3R,4R)-3-(4-(pyridin-3-yl)-1H-1,2,3-triazol-1-yl)-4-(4-(trifluoromethyl)benzyloxy)pyrrolidin-1-yl)but-2-yn-1-one